tert-Butyl methyl(2-((N-(2-oxo-2-((2'-oxo-1,1',2',3-tetrahydrospiro[indene-2,3'-pyrrolo[2,3-b]pyridin]-5-yl)amino)ethyl)pyrrolidine-1-carboxamido)methyl)benzyl)carbamate CN(C(OC(C)(C)C)=O)CC1=C(C=CC=C1)CN(C(=O)N1CCCC1)CC(NC=1C=C2CC3(C(NC4=NC=CC=C43)=O)CC2=CC1)=O